tri-tert-butyl (39S,43S)-3,33,41-trioxo-1-phenyl-2,7,10,13,16,19,22,25,28,31-decaoxa-4,34,40,42-tetraazapentatetracontane-39,43,45-tricarboxylate O=C(OCC1=CC=CC=C1)NCCOCCOCCOCCOCCOCCOCCOCCOCCOCC(NCCCC[C@H](NC(N[C@@H](CCC(=O)OC(C)(C)C)C(=O)OC(C)(C)C)=O)C(=O)OC(C)(C)C)=O